NC1=NC=C(C=N1)C=1N=C(C2=C(N1)C(=C(S2)CN2CCC(CC2)N2N=CC(=C2)C=2C=C1CC[C@@H](N(C1=CC2)C(C)=O)C)C)N2CCOCC2 (S)-1-(6-(1-(1-((2-(2-aminopyrimidin-5-yl)-7-methyl-4-morpholinothieno[3,2-d]pyrimidin-6-yl)methyl)piperidin-4-yl)-1H-pyrazol-4-yl)-2-methyl-3,4-dihydroquinolin-1(2H)-yl)ethan-1-one